BrC1=NN(C2=C1C=NC(=C2)Cl)[C@H](CCO[Si](C)(C)C(C)(C)C)C [(3S)-3-(3-bromo-6-chloro-pyrazolo[4,3-c]pyridin-1-yl)butoxy]-tert-butyl-dimethyl-silane